C(C)(C)(C)C=1OC(=CN1)C1CC2(C1)CCN(CC2)C(=O)OC(C)(C)C tert-Butyl 2-(2-(tert-butyl)oxazol-5-yl)-7-azaspiro[3.5]nonane-7-carboxylate